C(C1=CC=CC=C1)OCCOCCO 2-(2-benzyloxyethoxy)ethanol